N-[2-(4-Formylcyclohexyl)-5-(1-hydroxy-1-methyl-ethyl)-1,3-benzothiazol-6-yl]Pyrazine-2-carboxamide C(=O)C1CCC(CC1)C=1SC2=C(N1)C=C(C(=C2)NC(=O)C2=NC=CN=C2)C(C)(C)O